methyl (Z)-6-(4-hydroxy-3-phenyl-2-buten-1-yl)-2-phenylbenzoate OC\C(=C/CC1=CC=CC(=C1C(=O)OC)C1=CC=CC=C1)\C1=CC=CC=C1